ethyl-2-(2-(2-methoxyethoxy)ethoxy)naphthalene C(C)C1=C(C=CC2=CC=CC=C12)OCCOCCOC